NC1CCC(CC1)C(=O)O p-aminocyclohexanic acid